N'-(t-butoxycarbonyl)-tryptophan C(C)(C)(C)OC(=O)N1C=C(C[C@H](N)C(=O)O)C2=CC=CC=C12